4-(L-alanyl)-N-(1-(4-(2-((exo)-6-(aminomethyl)-3-azabicyclo[3.1.0]hexan-3-yl)propyl)phenyl)-2-oxo-1,2-dihydropyrimidin-4-yl)piperazine-1-carboxamide Hydrochloride Salt Cl.N[C@@H](C)C(=O)N1CCN(CC1)C(=O)NC1=NC(N(C=C1)C1=CC=C(C=C1)CC(C)N1CC2C(C2C1)CN)=O